3-{3-methyl-2-oxo-4-[4-(piperidin-4-yl)but-1-yn-1-yl]-1,3-benzodiazol-1-yl}piperidine-2,6-dione CN1C(N(C2=C1C(=CC=C2)C#CCCC2CCNCC2)C2C(NC(CC2)=O)=O)=O